N[C@@H](CNC(C=1C=CC2=C(N=C(O2)[C@H](C2CCC(CC2)(F)F)NC(OC(C)(C)C)=O)C1F)C1CC1)C(F)(F)F Tert-butyl ((1S)-(5-((((S)-2-amino-3,3,3-trifluoropropyl)amino)(cyclopropyl)-methyl)-4-fluorobenzo[d]oxazol-2-yl)(4,4-difluorocyclohexyl)methyl)carbamate